CC1=C(C(=C(C=C1C)C)C)S(=O)(=O)NC1=CC=C(C=C1)NC1=NC(=NC=C1)N1CCCC1 2,3,5,6-tetramethyl-N-(4-((2-(pyrrolidin-1-yl)pyrimidin-4-yl)amino)phenyl)benzenesulfonamide